(S)-6-((3-(methylcarbamoyl)-7-(trifluoromethyl) thieno[3,2-b]pyridin-5-yl) oxy)-2-azaspiro[3.3]heptane-2-carboxylate CNC(=O)C1=CSC=2C1=NC(=CC2C(F)(F)F)OC2CC1(CN(C1)C(=O)[O-])C2